Tert-butyl 4-(6-((2-ethoxy-4-(methoxy(methyl)carbamoyl)benzyl)oxy)pyridin-2-yl)piperidine-1-carboxylate C(C)OC1=C(COC2=CC=CC(=N2)C2CCN(CC2)C(=O)OC(C)(C)C)C=CC(=C1)C(N(C)OC)=O